3-bromo-6-(4-tert-butylphenyl)-9H-carbazole BrC=1C=CC=2NC3=CC=C(C=C3C2C1)C1=CC=C(C=C1)C(C)(C)C